C1(=CC=CC=C1)C=1N=C(NC1)CC=1SC=CC1 4-Phenyl-2-(2-thienylmethyl)imidazole